5-((7-(5-(4-fluoro-2-(4-isopropylpyrimidin-5-yl)phenoxy)pyrimidin-4-yl)-2,7-diazaspiro[4.4]nonan-2-yl)methyl)-1,3-dihydro-2H-benzo[d]imidazol-2-one FC1=CC(=C(OC=2C(=NC=NC2)N2CC3(CCN(C3)CC3=CC4=C(NC(N4)=O)C=C3)CC2)C=C1)C=1C(=NC=NC1)C(C)C